SCCC1=C(C(=CC=C1)CCS)CCS 1,2,3-Tris(mercaptoethyl)benzol